methyl 4-(1-oxo-4,5-dihydro-3H-isothiazol-1-yl)benzoate O=S1(NCCC1)C1=CC=C(C(=O)OC)C=C1